4-(benzyloxy)-3-cyclobutyl-2-((2R,3S,4S,5R)-3-(3,4-difluoro-2-methoxyphenyl)-4,5-dimethyl-5-(trifluoromethyl)tetrahydrofuran-2-yl)-6-methylpyridine C(C1=CC=CC=C1)OC1=C(C(=NC(=C1)C)[C@@H]1O[C@]([C@H]([C@H]1C1=C(C(=C(C=C1)F)F)OC)C)(C(F)(F)F)C)C1CCC1